FC1=C(C#N)C(=CC=C1C1=NNC(CC1C)=O)OCC(C)(C)O 2-fluoro-6-(2-hydroxy-2-methylpropoxy)-3-(4-methyl-6-oxo-4,5-dihydro-1H-pyridazin-3-yl)Benzonitrile